3-fluorophenylethylammonium iodide [I-].FC=1C=C(C=CC1)CC[NH3+]